COC1=C(C=CC=C1)N1CCN(CC1)C(=O)N 4-(2-methoxyphenyl)piperazineamide